(Z)-1-(1-(((7-(6-chloro-5-(prop-1-en-1-yl)-1-(tetrahydro-2H-pyran-2-yl)-1H-indazol-4-yl)-8-fluoro-4-(piperidin-1-yl)quinazolin-2-yl)oxy)methyl)cyclopropyl)-N,N-dimethylmethanamine ClC1=C(C(=C2C=NN(C2=C1)C1OCCCC1)C1=CC=C2C(=NC(=NC2=C1F)OCC1(CC1)CN(C)C)N1CCCCC1)\C=C/C